FC1(CC(C1)NC1=NC(=NC(=C1)COC)N1N=C(C=C1C)C)F N-(3,3-difluorocyclobutyl)-2-(3,5-dimethyl-1H-pyrazol-1-yl)-6-(methoxymethyl)pyrimidin-4-amine